COC=1C2=C(N=C(N1)NC1CC3(COC3)C1)NC=C2C2=CC=1N(C=C2)N=CC1 4-Methoxy-5-(pyrazolo[1,5-a]pyridin-5-yl)-N-(2-oxaspiro[3.3]heptan-6-yl)-7H-pyrrolo[2,3-d]pyrimidin-2-amine